methylbenzenesulfonate COS(=O)(=O)C1=CC=CC=C1